O=S1(C2=C(CC1)C=C(C=C2)NC=2N=CC1=C(N2)N(C(C(=C1)I)=O)[C@H]1[C@](CCC1)(C)O)=O 2-((1,1-dioxo-2,3-dihydrobenzo[b]thiophen-5-yl)amino)-8-((1R,2R)-2-hydroxy-2-methylcyclopentyl)-6-iodopyrido[2,3-d]pyrimidin-7(8H)-one